N-{(2S,3R)-4,4-difluoro-1-(2-methylpropanoyl)-2-[(2,3',5'-trifluoro[1,1'-biphenyl]-3-yl)methyl]pyrrolidin-3-yl}ethanesulfonamide FC1([C@@H]([C@@H](N(C1)C(C(C)C)=O)CC=1C(=C(C=CC1)C1=CC(=CC(=C1)F)F)F)NS(=O)(=O)CC)F